2-chloro-1-(4,8-dibromo-1-naphthyl)ethanone ClCC(=O)C1=CC=C(C2=CC=CC(=C12)Br)Br